trimethyl-(1,1,2,2,2-pentafluoroethyl)silane C[Si](C(C(F)(F)F)(F)F)(C)C